COC1CC(C1)NC1=CC(=NC(=N1)C1=CC=CC=C1)C(=O)O 6-(((1S,3S)-3-methoxycyclobutyl)amino)-2-phenylpyrimidine-4-carboxylic acid